2,4-Dichloro-5-pyrimidine-carbaldehyde ClC1=NC=C(C(=N1)Cl)C=O